(S)-(4-(3-cyclohexyl-4-(pyrrolidin-3-yloxy)benzoyl)piperazin-1-yl)(3-methyl-5-(piperazin-1-yl)phenyl)methanone C1(CCCCC1)C=1C=C(C(=O)N2CCN(CC2)C(=O)C2=CC(=CC(=C2)N2CCNCC2)C)C=CC1O[C@@H]1CNCC1